4-bromo-2-cyclopropyl-1-methylbenzene BrC1=CC(=C(C=C1)C)C1CC1